ClC=1C=CC(=C(C1)C(C)=O)F 1-(5-Chloro-2-fluoro-phenyl)eth-anone